CC=1C2=C(N=C(N1)SC)C(NC=C2C)=O 4,5-dimethyl-2-(methylsulfanyl)-7H,8H-pyrido[3,4-d]pyrimidin-8-one